ClCCC(=O)C1=C(C=C(C=C1)Br)OC 3-chloro-1-(4-bromo-2-methoxyphenyl)-1-propanone